CC1=CC(=NO1)C(=O)NC1=C(C=C(C=C1)C1CCN(CC1)C)C=1CCCCC1 5-methyl-N-(5-(1-methylpiperidin-4-yl)-2',3',4',5'-tetrahydro-[1,1'-biphenyl]-2-yl)isoxazole-3-carboxamide